ClC1=C(OCC=2C=C(C=CC2)[C@H](C2CCN(CC2)CC2=NC3=C(N2CC2=CN=CN2CC)C=C(C=C3)C(=O)O)OC)C=CC(=C1)Cl (S)-2-((4-((3-((2,4-dichlorophenoxy)methyl)phenyl)(methoxy)methyl)piperidin-1-yl)methyl)-1-((1-ethyl-1H-imidazol-5-yl)methyl)-1H-benzo[d]imidazole-6-carboxylic acid